CC(=C\C(=C/C=NS(=O)(=O)C1=CC=C(C=C1)[N+](=O)[O-])\N1CCCC1)C (2E)-N-[5-methyl-3-(pyrrolidin-1-yl)hexa-2,4-dien-1-ylidene]-4-nitrobenzenesulfonamide